2-(2-isopropyl-5-methylcyclohexyl)-2-(2-(tri(4-chlorophenyl)silyl)ethyl)-1-ethoxy-3-isobutoxypropane C(C)(C)C1C(CC(CC1)C)C(COCC)(COCC(C)C)CC[Si](C1=CC=C(C=C1)Cl)(C1=CC=C(C=C1)Cl)C1=CC=C(C=C1)Cl